2-((R)-1-tert-butoxycarbonyl-pyrrolidin-3-yl)-malonic acid C(C)(C)(C)OC(=O)N1C[C@H](CC1)C(C(=O)O)C(=O)O